2-(2-ethoxy-1-methylethoxy)-1-propanol C(C)OCC(OC(CO)C)C